bis(1-cyclohexyloxy-2,2,6,6-tetramethyl-4-piperidyl) sebacate C(CCCCCCCCC(=O)OC1CC(N(C(C1)(C)C)OC1CCCCC1)(C)C)(=O)OC1CC(N(C(C1)(C)C)OC1CCCCC1)(C)C